BrC=1C=CC(=NC1)C=1N=NN(C1CO)C (4-(5-bromopyridin-2-yl)-1-methyl-1H-1,2,3-triazole-5-yl)methanol